(E)-1-methyl-4-(2-(phenylsulfonyl)vinyl)benzene CC1=CC=C(C=C1)\C=C\S(=O)(=O)C1=CC=CC=C1